CN1CC=2N(CC1)C1=C(N2)C(=CC(=N1)N1N=C(C=C1)C=1C=C(C=CC1)C)N1CCOCC1 4-(7-methyl-2-(3-(m-tolyl)-1H-pyrazol-1-yl)-6,7,8,9-tetrahydropyrido[3',2':4,5]imidazo[1,2-a]pyrazin-4-yl)morpholine